C(C=C)(=O)N propan-2-enamide